N1CC(C1)S(=O)(=O)[O-] azetidin-3-yl-sulfonate